5-fluoro-4-(prop-2-yn-1-ylamino)-1-(pyrazin-2-yl)-7-(trifluoromethyl)quinazolin-2(1H)-one FC1=C2C(=NC(N(C2=CC(=C1)C(F)(F)F)C1=NC=CN=C1)=O)NCC#C